CN(C1=CC=C(C(N[C@@H](CCC(=O)[O-])C(=O)O)=O)C=C1)CC1=CN=C2N=C(N)NC(=O)C2=N1 N10-methylfolate